C(N)(=O)C1(CCC1)NC(=O)C1=C(OC2=C1C=C(C=C2)OCC2=NC=CC=C2)C N-(1-carbamoylcyclobutyl)-2-methyl-5-(pyridin-2-ylmethoxy)benzofuran-3-carboxamide